C1(=CC=CC=C1)NC1=CC=2N(C3=CC=CC=C3C2C=C1)C1=CC(=CC(=C1)C(C)(C)C)C(C)(C)C N-phenyl-9-(3,5-di-tert-butylphenyl)-9H-carbazol-2-amine